BrC=1C(=NC(=NC1)NC1=C(C=C(C(=C1)Br)N1CCC(CC1)N1CCN(CC1)C)OC)NC1=CC2=C(CCO2)C=C1N(S(=O)(=O)C)C N-(6-((5-bromo-2-((5-bromo-2-methoxy-4-(4-(4-methylpiperazin-1-yl)piperidin-1-yl)Phenyl)amino)pyrimidin-4-yl)amino)-2,3-dihydrobenzofuran-5-yl)-N-methylmethanesulfonamide